methyl 4-(2H-tetrazol-2-yl)benzoate N=1N(N=NC1)C1=CC=C(C(=O)OC)C=C1